C\C(=C/CC=1C(=C(C(=O)O)C(=CC1O)CCCCC)O)\CCC=C(C)C 3-[(2E)-3,7-dimethylocta-2,6-dienyl]-2,4-dihydroxy-6-pentylbenzoic acid